rac-(trans)-2-methyl-3-(methylthiomethyl)azetidine-1-carboxylic acid tert-butyl ester C(C)(C)(C)OC(=O)N1[C@H]([C@@H](C1)CSC)C